FC1=C(C=CC(=C1F)C1=NC=2C=NC(=NC2N(C1=O)C(C)C)N[C@@H]1CNC[C@H](C1)F)NS(=O)(=O)CC1=CC=CC=C1 N-(2,3-Difluoro-4-(2-(((3S,5S)-5-fluoropiperidin-3-yl)amino)-8-isopropyl-7-oxo-7,8-dihydropteridin-6-yl)phenyl)-1-phenylmethanesulfonamide